4-(2-bromo-3-(3,4-dimethoxyphenyl)benzyloxy)-2-hydroxybenzaldehyde BrC1=C(COC2=CC(=C(C=O)C=C2)O)C=CC=C1C1=CC(=C(C=C1)OC)OC